ClC1=C(C=C2C=CN(C2=C1)C)C(=O)N1COC2=C(C1)C=CC=C2C2=CC(=C(C(=O)O)C=C2F)N2CCOCC2 4-[3-(6-Chloro-1-methylindole-5-carbonyl)-2,4-dihydro-1,3-benzoxazin-8-yl]-5-fluoro-2-morpholin-4-ylbenzoic acid